BrC1=C(C(=CC=C1)Br)\N=C\1/NCCC1 (2Z)-N-(2,6-dibromophenyl)pyrrolidine-2-imine